4-(4-fluoro-3-isopropyl-2-(8-methoxy-[1,2,4]triazolo[1,5-a]pyridin-6-yl)-1H-pyrrolo[2,3-c]pyridin-5-yl)-N-neopentylcyclohexan-1-amine FC1=C2C(=CN=C1C1CCC(CC1)NCC(C)(C)C)NC(=C2C(C)C)C=2C=C(C=1N(C2)N=CN1)OC